NC=1C=CC(=NC1OC)C(=O)NC([2H])([2H])[2H] 5-amino-6-methoxy-N-(methyl-d3)pyridine-2-carboxamide